C(\C=C(/C)\CCC=C(C)C)O geranylalcohol